morpholino-[(3aR,4R,6S,6aS)-2,2-dimethyl-4-(4-methylpyrrolo[2,3-d]pyrimidin-7-yl)-3a,4,6,6a-tetrahydrofuro[3,4-d][1,3]dioxol-6-yl]methanone O1CCN(CC1)C(=O)[C@H]1O[C@H]([C@H]2[C@@H]1OC(O2)(C)C)N2C=CC1=C2N=CN=C1C